N-(4-Chlorophenyl)-N-methylbenzo[4,5]imidazo[1,2-a]pyrimidin-4-amine ClC1=CC=C(C=C1)N(C1=CC=NC=2N1C1=C(N2)C=CC=C1)C